C(C1=CC=CC=C1)NC(N(C=1N=NC(=CC1)C=1C=NN(C1)C)[C@@H]1CC[C@H](CC1)NC1=NC=C(C(=N1)C1=CC=NN1)C#N)=O 3-benzyl-1-(trans-4-((5-cyano-4-(1H-pyrazol-5-yl)pyrimidin-2-yl)amino)cyclohexyl)-1-(6-(1-methyl-1H-pyrazol-4-yl)pyridazin-3-yl)urea